CC(CC)OC1=CC=CC(=N1)COC1CC2(C(N3C(O2)CC[C@H]3C3=NC=CN=C3)=O)C1 (5'S)-3-({6-[(butan-2-yl)oxy]pyridin-2-yl}methoxy)-5'-(pyrazin-2-yl)tetrahydro-3'H-spiro[cyclobutane-1,2'-pyrrolo[2,1-b][1,3]oxazol]-3'-one